methyl 2-(1-(4-(6-((4-chloro-2-fluorobenzyl) oxy) pyridin-2-yl) piperazin-1-yl) ethyl)-1-(((S)-oxetan-2-yl) methyl)-1H-benzo[d]imidazole-6-carboxylate ClC1=CC(=C(COC2=CC=CC(=N2)N2CCN(CC2)C(C)C2=NC3=C(N2C[C@H]2OCC2)C=C(C=C3)C(=O)OC)C=C1)F